(S)-2-(3-(1-(3-chloro-2-(chloromethyl)-5-fluorophenyl)ethyl)-2,5-bisoxoimidazolidin-1-yl)acetamide ClC=1C(=C(C=C(C1)F)[C@H](C)N1C(N(C(C1)=O)CC(=O)N)=O)CCl